C1(C(=CC(N1)=O)CCCCCCC=1C(=O)NC(C1)=O)=O hexamethylenebismaleimide